6-bromo-3,3-dimethyl-1-isoindolinone BrC1=CC=C2C(NC(C2=C1)=O)(C)C